CC1([C@H](CC2=CC=CC=C12)NC=1C=CC(=NC1)[C@@H](C(F)(F)F)N(C(=O)C12CC(C1)(C2)C(=O)NC)C)C N1-((S)-1-(5-(((S)-1,1-dimethyl-2,3-dihydro-1H-inden-2-yl)amino)pyridin-2-yl)-2,2,2-trifluoroethyl)-N1,N3-dimethylbicyclo[1.1.1]pentane-1,3-dicarboxamide